N5-ethyl-N7-methyl-3-phenyl-2,3-dihydrobenzofuran-5,7-dicarboxamide C(C)NC(=O)C=1C=C(C2=C(C(CO2)C2=CC=CC=C2)C1)C(=O)NC